C(C)(C)(C)[Si](C1=CC=CC=C1)(C1=CC=CC=C1)OCC1CCN(S1(=O)=O)C1=CC=C(C=C1)OC tert-butyl-[[2-(4-methoxyphenyl)-1,1-dioxo-1,2-thiazolidin-5-yl]methoxy]-diphenyl-silane